OC1=C(C(=CC=C1)O)OC 2,6-dihydroxyanisole